The molecule is a dicarboxylic acid monoanion that is the conjugate base of iminoaspartic acid and the major microspecies at pH 7.3 (according to Marvin v 6.2.0.). It is a conjugate base of an iminoaspartic acid. It is a conjugate acid of an iminoaspartate. C(C(=N)C(=O)O)C(=O)[O-]